C(#N)C1=C(OC=2C=C3C(N(C=NC3=CC2)C=2C=NC(=NC2)N2CCN(CC2)C(=O)OC(C)(C)C)=O)C(=CC=C1NS(=O)(=O)N1CCCCC1)F tert-butyl 4-[5-[6-[2-cyano-6-fluoro-3-(1-piperidylsulfonylamino)phenoxy]-4-oxo-quinazolin-3-yl]pyrimidin-2-yl]piperazine-1-carboxylate